4-(dimethylamino)-2-(4-(trifluoromethyl)phenyl)quinoline-7-carboxylic acid CN(C1=CC(=NC2=CC(=CC=C12)C(=O)O)C1=CC=C(C=C1)C(F)(F)F)C